methyl 5-chloro-2-methyl-1H-indole-3-carboxylate ClC=1C=C2C(=C(NC2=CC1)C)C(=O)OC